FC1=C(C=C(C(=C1)N1C[C@H](N([C@H](C1)C)C)C)NC(=O)C1=CNC(C=C1C(F)(F)F)=O)C1=CCCN(C1)C(=O)OC1(COC1)C |r| (3-methyloxetan-3-yl) 5-[2-fluoro-5-[[6-oxo-4-(trifluoromethyl)-1H-pyridine-3-carbonyl]amino]-4-[rac-(3R,5S)-3,4,5-trimethylpiperazin-1-yl]phenyl]-3,6-dihydro-2H-pyridine-1-carboxylate